NC=1C2=C(N=CN1)N(C(=C2C2=CC=C(C=C2)F)C2=CCC1(CCN(CC1)C(C=C)=O)CC2)C 1-(9-(4-amino-5-(4-fluorophenyl)-7-methyl-7H-pyrrolo[2,3-d]pyrimidin-6-yl)-3-azaspiro[5.5]undec-8-en-3-yl)prop-2-en-1-one